O=C1NC(CCC1N1C(C2=C3C(C(=CC=C13)CC1=CC=C(CN3CCN(CC3)C3=C(C=C(C#N)C=C3)F)C=C1)=CC=C2)=O)=O 4-(4-(4-((1-(2,6-dioxopiperidin-3-yl)-2-oxo-1,2-dihydrobenzo[cd]indol-6-yl)methyl)benzyl)piperazin-1-yl)-3-fluorobenzonitrile